2-(3,5-difluorophenyl)-N-[2-(1H-indol-3-yl)ethyl]-7,8-dihydro-6H-pyrimido[5,4-b][1,4]oxazin-4-amine FC=1C=C(C=C(C1)F)C=1N=C(C=2OCCNC2N1)NCCC1=CNC2=CC=CC=C12